1,2-diazabenzene N1=NC=CC=C1